6-chloro-5-cyclopropyl-1-(tetrahydro-2H-pyran-2-yl)-1H-indazol-4-ol ClC=1C(=C(C=2C=NN(C2C1)C1OCCCC1)O)C1CC1